NC1=C(C=C(C=C1)OC)NCCCNC(C)=O N-(3-((2-amino-5-methoxyphenyl)amino)propyl)acetamide